C(#N)C1(CC1)NS(=O)(=O)C=1C=C(C=2N(C1)C(=CN2)C=2SC(=NN2)C(F)F)N2CCN(CC2)C(=O)N(C)C2CC2 4-(6-(N-(1-cyanocyclopropyl)sulfamoyl)-3-(5-(difluoromethyl)-1,3,4-thiadiazol-2-yl)imidazo[1,2-a]pyridin-8-yl)-N-cyclopropyl-N-methylpiperazine-1-carboxamide